tert-butyl (S)-4-(6-(5-chloro-3-(methoxymethyloxy) pyridin-2-yl)-1,2,4-triazin-3-yl)-2-isopropylpiperazine-1-carboxylate ClC=1C=C(C(=NC1)C1=CN=C(N=N1)N1C[C@@H](N(CC1)C(=O)OC(C)(C)C)C(C)C)OCOC